benzyl ((S)-1-(((S)-1-(((1S,2S)-1-cyano-1-hydroxy-3-((S)-2-oxopiperidin-3-yl)propan-2-yl)amino)-4-methyl-1-oxopentan-2-yl)amino)-3-(naphthalen-1-yl)-1-oxopropan-2-yl)carbamate C(#N)[C@H]([C@H](C[C@H]1C(NCCC1)=O)NC([C@H](CC(C)C)NC([C@H](CC1=CC=CC2=CC=CC=C12)NC(OCC1=CC=CC=C1)=O)=O)=O)O